BrC1=C(C(=C(C=C1)C=1C(=NN(C1)CCOC[Si](C)(C)C)C)F)F 2-[4-(4-bromo-2,3-difluoro-phenyl)-3-methyl-pyrazol-1-yl]ethoxymethyl-trimethyl-silane